FC1CCN(C1)C(=O)O.FC=1C=C(C(=O)N)C=CC1OC1=CC=C(C=C1)CN1C(CCC1)C1=CC(=NO1)C 3-fluoro-4-(4-{[2-(3-methyl-1,2-oxazol-5-yl)pyrrolidin-1-yl]methyl}phenoxy)benzamide 4-fluoropyrrolidine-1-carboxylate